N-{[9-(3-phenylpropyl)-beta-carbolin-3-yl]methyl}-9-benzyl-beta-carbolin-1-amine C1(=CC=CC=C1)CCCN1C2=CC=CC=C2C=2C=C(N=CC12)CNC1=NC=CC=2C3=CC=CC=C3N(C12)CC1=CC=CC=C1